4-[(5S)-5-(3,5-Dichlorophenyl)-4,5-dihydro-5-(trifluoromethyl)-3-isoxazolyl]-2-methyl-N-(cis-1-oxido-3-thietanyl)benzamid ClC=1C=C(C=C(C1)Cl)[C@@]1(CC(=NO1)C1=CC(=C(C(=O)NC2CS(C2)=O)C=C1)C)C(F)(F)F